propionaldehyde dimethyl hydrazone CN(N=CCC)C